(S)-3-hydroxybutyric acid ethyl ester C(C)OC(C[C@H](C)O)=O